(R)-N'-(((R)-3-(hydroxymethyl)-1,2,3,5,6,7-hexahydro-s-indacen-4-yl)carbamoyl)-2,2-dimethyl-2,3-dihydropyrazolo[5,1-b]oxazole-7-sulfonimidamide OC[C@@H]1CCC2=CC=3CCCC3C(=C12)NC(=O)N=[S@](=O)(N)C=1C=NN2C1OC(C2)(C)C